C(C1=CC=CC=C1)(=O)OC(OC1=C(C=C(C=C1)C(F)(F)F)C1CC1)C methyl-((2-cyclopropyl-4-(trifluoromethyl) phenoxy) methyl) benzoate